CC1=C(C2=CC3=NC(=CC4=NC(=CC5=C(C(=C(N5)C=C1N2)C=C)C)C(=C4CCC(=O)O)C)C(=C3C)CCC(=O)O)C=C The molecule is a cyclic tetrapyrrole that consists of porphyrin bearing four methyl substituents at positions 3, 8, 13 and 17, two vinyl substituents at positions 7 and 12 and two 2-carboxyethyl substituents at positions 2 and 18. The parent of the class of protoporphyrins. It has a role as a photosensitizing agent, a metabolite, an Escherichia coli metabolite and a mouse metabolite. It is a conjugate acid of a protoporphyrinate and a protoporphyrin(2-).